C(C1=CC=CC=C1)OC1=C(C=C(C=C1)CC)S(=O)(=O)NC1=NOC2=C1C(=CC(=C2)CN2N=CC(=C2)CNC(C(=C)F)=O)OC N-((1-((3-((2-(benzyloxy)-5-ethylphenyl)sulfonamido)-4-methoxybenzo[d]isoxazol-6-yl)methyl)-1H-pyrazol-4-yl)methyl)-2-fluoroacrylamide